N-(4'-((2-butyl-4-oxo-1,3-diazaspiro[4.4]non-1-en-3-yl)methyl)-2'-(ethoxymethyl)-[1,1'-biphenyl]-2-yl)-5-methylpyridine-2-sulfanilamide C(CCC)C1=NC2(C(N1CC1=CC(=C(C=C1)C1=C(C=CC=C1)NS(=O)(C=1C(=CC=CC1C1=NC=C(C=C1)C)N)=O)COCC)=O)CCCC2